8-(4-(1H-pyrrol-1-yl)benzylsulfonyl)-1,3,7-trimethyl-1H-purine-2,6(3H,7H)-dione N1(C=CC=C1)C1=CC=C(CS(=O)(=O)C2=NC=3N(C(N(C(C3N2C)=O)C)=O)C)C=C1